N'-acetyl-4-amino-N-(2-fluoro-4-(3-hydroxy-3-methylbut-1-yn-1-yl)benzyl)-N',1-dimethyl-1H-pyrazolo[4,3-c]quinoline-8-carbohydrazide C(C)(=O)N(N(C(=O)C1=CC=2C3=C(C(=NC2C=C1)N)C=NN3C)CC3=C(C=C(C=C3)C#CC(C)(C)O)F)C